tris[2-naphthyl(phenyl)amino]triphenylamine C1=C(C=CC2=CC=CC=C12)N(C1=CC=CC=C1)C1=C(C(=C(C=C1)N(C1=CC=CC=C1)C1=CC=CC=C1)N(C1=CC2=CC=CC=C2C=C1)C1=CC=CC=C1)N(C1=CC2=CC=CC=C2C=C1)C1=CC=CC=C1